N-[(3R,4S)-1-(3,3-dimethylbutanoyl)-4-fluoropyrrolidin-3-yl]-2-(deutero)methoxypyridine-3-carboxamide CC(CC(=O)N1C[C@H]([C@H](C1)F)NC(=O)C=1C(=NC=CC1)OC[2H])(C)C